Cl[Au](Cl)(Cl)Cl.[Na] sodium tetrachlorogold